(R)-methyl 6-chloro-3-(1-(2-cyclopropyl-3,6-dimethyl-4-oxo-3,4-dihydroquinazolin-8-yl)ethylamino)picolinate ClC1=CC=C(C(=N1)C(=O)OC)N[C@H](C)C=1C=C(C=C2C(N(C(=NC12)C1CC1)C)=O)C